4-(2-AMINO-IMIDAZOL-1-YL)-BUTYRALDEHYDE HCL Cl.NC=1N(C=CN1)CCCC=O